COC1=C(CN2CC=3N=C(N=C(C3C2=O)NC2=C(C=CC=C2)C)N[C@H]2[C@H](CCCC2)NC(OC(C)(C)C)=O)C=CC(=C1)OC tert-butyl (1S,2R)-2-(6-(2,4-dimethoxybenzyl)-5-oxo-4-(N-tolylamino)-6,7-dihydro-5H-pyrrolo[3,4-d]pyrimidin-2-ylamino)cyclohexylcarbamate